1,4-Bis[2-(4-hydroxyphenyl)-2-propyl]-benzene OC1=CC=C(C=C1)C(C)(C)C1=CC=C(C=C1)C(C)(C)C1=CC=C(C=C1)O